[OH-].[NH4+].CC1=NOC(=C1)C1N(CCC1)NC1=CC=CC(=C1)C(F)(F)F (2-(3-methylisoxazol-5-yl)pyrrolidin-1-yl)-5-(trifluoromethyl)aniline ammonium hydroxide